tert-butyl 5-bromo-6-(difluoromethyl)indoline-1-carboxylate BrC=1C=C2CCN(C2=CC1C(F)F)C(=O)OC(C)(C)C